tert-butyl(7-((3aS,4S,6R,6aR)-6-(hydroxymethyl)-2,2-dimethyltetrahydrofuro[3,4-d][1,3]dioxol-4-yl)thieno[3,2-d]pyrimidin-4-yl)carbamate C(C)(C)(C)OC(NC=1C2=C(N=CN1)C(=CS2)[C@@H]2O[C@@H]([C@H]1OC(O[C@H]12)(C)C)CO)=O